CC1[C@@]2(C[C@@H]2CN1)C1=CC2=CC=CC=C2C=C1 methyl-(1R,5S)-1-(naphthalen-2-yl)-3-azabicyclo[3.1.0]hexane